O[C@@H](COC=1C=C(C=2N(C1)N=CC2C#N)C=2C=NC(=CC2)N2CCNCC2)C (R)-6-(2-hydroxypropoxy)-4-(6-(piperazin-1-yl)pyridin-3-yl)pyrazolo[1,5-a]pyridine-3-carbonitrile